COC1=CC=C(CN2C(NC3=C2C=C(C=C3)N3CCN(CC3)C(=O)OC(C)(C)C)=O)C=C1 tert-butyl 4-(3-(4-methoxybenzyl)-2-oxo-2,3-dihydro-1H-benzo[d]imidazol-5-yl)piperazine-1-carboxylate